CN(CCN(C1=C(C=C(C(=C1)OC)NC1=NC=CC(=N1)C1=CN(C2=CC=CC=C12)CC1=C(C(=CC=C1)C=O)OCC1=CC=C(C=C1)OC)NC(C)=O)C)C N-(2-((2-(dimethylamino)ethyl)(methyl)amino)-5-((4-(1-(3-formyl-2-((4-methoxybenzyl)oxy)benzyl)-1H-indol-3-yl)pyrimidin-2-yl)amino)-4-methoxyphenyl)acetamide